NC1=NC(=C(C=2N1C(N(N2)CC2=NC=C(C=C2)F)=O)C2=CC(=NC(=C2)C)OC)C2=CC=CC=C2 5-amino-2-[(5-fluoro-2-pyridyl)methyl]-8-(2-methoxy-6-methyl-4-pyridyl)-7-phenyl-[1,2,4]triazolo[4,3-c]pyrimidin-3-one